3-(N,N-dimethylaminoethyl)-pyrrolo[3,2-c]pyridine CN(C)CCC1=CNC2=C1C=NC=C2